F[C@@H]1CN(CC[C@H]1COC=1SC2=NC(=CC=C2N1)C1=CC=C(C=C1)S(=O)(=O)C)C1=NC(=NO1)C(C)C 5-((3S,4S)-3-fluoro-4-(((5-(4-(methylsulfonyl)phenyl)thiazolo[5,4-b]pyridin-2-yl)oxy)methyl)piperidin-1-yl)-3-isopropyl-1,2,4-oxadiazol